(4-(3-amino-7-(5-(piperazin-1-yl)pyridin-2-yl)-1H-pyrazolo[4,3-c]pyridin-4-yl)benzyl)-5-fluoro-2-methoxybenzamide NC1=NNC2=C1C(=NC=C2C2=NC=C(C=C2)N2CCNCC2)C2=CC=C(CC=1C(=C(C(=O)N)C=C(C1)F)OC)C=C2